4-(bromomethyl)pyridine hydrogen bromide salt Br.BrCC1=CC=NC=C1